NC1=CC(=CC(=N1)COCC=1C=C(C(=C(C1)NC1=CC(=NC=C1C(=O)NC([2H])([2H])[2H])Cl)OC)C1=NN(C=N1)C1CC1)F 4-((5-(((6-Amino-4-fluoropyridin-2-yl)methoxy)methyl)-3-(1-cyclopropyl-1H-1,2,4-triazol-3-yl)-2-methoxyphenyl)amino)-6-chloro-N-(methyl-d3)nicotinamide